4'-chloro-5'-fluorospiro[cyclohexane-1,3'-indoline]-2',4-dione ClC1=C2C3(C(NC2=CC=C1F)=O)CCC(CC3)=O